4-fluorophenyl N-[1-[[[1-(4-cyanophenyl)ethyl]sulfonyl]methyl]-propyl]carbamate C(#N)C1=CC=C(C=C1)C(C)S(=O)(=O)CC(CC)NC(OC1=CC=C(C=C1)F)=O